5H-[1,2,4]triazolo[5,1-a]isoindole N=1C=NN2C1C1=CC=CC=C1C2